ClC=1C(=C(OC2=CC=CC(=N2)S(=O)(=O)NC(=O)C=2C(=NC=CC2)N2C(CC(C2)C)(C)C)C=CC1)F N-[[6-(3-Chloro-2-fluorophenoxy)-2-pyridyl]sulfonyl]-2-(2,2,4-trimethylpyrrolidin-1-yl)pyridin-3-carboxamid